C(C)NCC1=CC(=C(C(=C1)F)N1C=NC(=C1)C1=NC(=NC=C1C(F)(F)F)N[C@@H]1[C@@H](CN(CC1)S(=O)(=O)C)F)F 4-(1-(4-((ethylamino)methyl)-2,6-difluorophenyl)-1H-imidazol-4-yl)-N-((3R,4S)-3-fluoro-1-(methylsulfonyl)piperidin-4-yl)-5-(trifluoromethyl)pyrimidin-2-amine